1-(5-Chlorothiazol-2-yl)ethan-1-ol tert-butyl-(4-phenyl-5-((2-((3-sulfamoylphenyl)amino)pyridin-4-yl)oxy)thiazol-2-yl)carbamate C(C)(C)(C)N(C(=O)OC(C)C=1SC(=CN1)Cl)C=1SC(=C(N1)C1=CC=CC=C1)OC1=CC(=NC=C1)NC1=CC(=CC=C1)S(N)(=O)=O